5-((6-(4-(2-amino-2-carboxyethyl)-1H-1,2,3-triazol-1-yl)hexyl)carbamoyl)-2-(6-amino-3-imino-4,5-disulfo-3H-xanthen-9-yl)benzoic acid NC(CC=1N=NN(C1)CCCCCCNC(=O)C=1C=CC(=C(C(=O)O)C1)C=1C2=CC=C(C(=C2OC2=C(C(C=CC12)=N)S(=O)(=O)O)S(=O)(=O)O)N)C(=O)O